FC1(CN(CC1)C=1C=CC(=NC1)C#N)F 5-(3,3-difluoropyrrolidin-1-yl)cyanopyridine